3-oxo-3,4-dihydro-2H-benzo[b][1,4]oxazine-6-sulfonic acid O=C1NC2=C(OC1)C=CC(=C2)S(=O)(=O)O